OC1=CC(=C(C2=C1C(C=C(O2)C2=CC=C(C=C2)O)=O)CN2CCN(CC2)CC2=CC=NC=C2)O 5,7-dihydroxy-2-(4-hydroxyphenyl)-8-((4-(pyridin-4-ylmethyl)piperazin-1-yl)methyl)-4H-benzopyran-4-one